NC=1C(=NC(=CN1)Br)C(=O)N(N)C 1-(3-amino-6-bromopyrazin-2-yl)-N-methyl-methanehydrazide